C(C)OC(=O)C=1C(C=CNC1)=O 4-oxo-1,4-dihydropyridine-5-carboxylic acid ethyl ester